6-(3-amino-6-(4-(difluoromethoxy)-3-((dimethylamino)methyl)phenyl)-5-fluoropyrazin-2-yl)-4-fluoroisoquinolin-1(2H)-one NC=1C(=NC(=C(N1)F)C1=CC(=C(C=C1)OC(F)F)CN(C)C)C=1C=C2C(=CNC(C2=CC1)=O)F